BrC1=CC(=NC=N1)NCC=1N=C2N(C=C(C=C2N2CCN(CC2)C2COC2)C2CC2)C1 6-bromo-N-((6-cyclopropyl-8-(4-(oxetan-3-yl)piperazin-1-yl)imidazo[1,2-a]pyridin-2-yl)methyl)pyrimidin-4-amine